(4R)-4-[3-Oxo-3-[3-[[3-(trifluoro-methylsulfonyl)phenyl]methoxy]azetidin-1-yl]propyl]oxazolidin O=C(CC[C@H]1NCOC1)N1CC(C1)OCC1=CC(=CC=C1)S(=O)(=O)C(F)(F)F